(E)-4-[2-(5,6-dihydro-5,5-dimethyl-8-phenyl-2-naphthalenyl)ethenyl]-benzoic acid CC1(C=2C=CC(=CC2C(=CC1)C1=CC=CC=C1)/C=C/C1=CC=C(C(=O)O)C=C1)C